1-ethylhexyl 9-[3-[[3-[3-[bis[9-(1-ethylhexoxy)-9-oxo-nonyl]amino]propylcarbamoyl]-5-(hydroxymethyl)benzoyl]amino]propyl-[9-(1-ethylhexoxy)-9-oxo-nonyl]amino]nonanoate C(C)C(CCCCC)OC(CCCCCCCCN(CCCNC(=O)C=1C=C(C(=O)NCCCN(CCCCCCCCC(=O)OC(CCCCC)CC)CCCCCCCCC(=O)OC(CCCCC)CC)C=C(C1)CO)CCCCCCCCC(OC(CCCCC)CC)=O)=O